ClC1=C(C=CC(=C1)C1=C(N=NN1C)C)N1C=NC(=C1)C1=NC(=NC=C1C(F)(F)F)NC1CCN(CC1)S(=O)(=O)C 4-(1-(2-chloro-4-(1,4-dimethyl-1H-1,2,3-triazol-5-yl)phenyl)-1H-imidazol-4-yl)-N-(1-(methylsulfonyl)piperidin-4-yl)-5-(trifluoromethyl)pyrimidin-2-amine